4-(4-Cyano-5-hydroxy-[2,4']bipyridinyl-6-yl)-4-oxo-butyric acid ethyl ester C(C)OC(CCC(=O)C1=C(C(=CC(=N1)C1=CC=NC=C1)C#N)O)=O